(R)-N-((S)-1-((4-carbamimidoylbenzyl)amino)-1-oxoprop-2-yl)-4-(1-phenylcyclopropyl)-2,5-dihydro-1H-pyrrole-2-carboxamide bistrifluoroacetate FC(C(=O)O)(F)F.FC(C(=O)O)(F)F.C(N)(=N)C1=CC=C(CNC([C@H](C)NC(=O)[C@@H]2NCC(=C2)C2(CC2)C2=CC=CC=C2)=O)C=C1